t-butylamino(diiodo)-silane C(C)(C)(C)N[SiH](I)I